FC1=C(CNC(C2=CC=C(C=C2)NC2=NN3C(=NC4=CC=CC=C4C3=O)S2)=O)C=CC=C1 N-(2-fluorobenzyl)-4-((5-oxo-5H-[1,3,4]thiadiazolo[2,3-b]quinazolin-2-yl)amino)benzamide